BrC1=C(C=CC=C1)C1=NOC(=N1)CCl 3-(2-bromophenyl)-5-(chloromethyl)-1,2,4-oxadiazole